C(CCCCCCC\C=C/CCCCCCCC)(=O)OC(CC[NH+](C)C)COC(CCCCCCC\C=C/CCCCCCCC)=O 1-(2,3-dioleoyloxypropyl)-N,N,N-trimethylammonium